NCC(C(=O)O)CC1CC1 3-AMINO-2-(CYCLOPROPYLMETHYL)PROPANOIC ACID